C[C@H](CO)CN1N=CC(=C1)C=1N=C(C=2N(C1)N=CC2)C=2C=NN(C2)C(CC)CC (S)-2-methyl-3-(4-(4-(1-(pentan-3-yl)-1H-pyrazol-4-yl)pyrazolo[1,5-a]pyrazin-6-yl)-1H-pyrazol-1-yl)propan-1-ol